C[C@H]1NC(C2=C(C=3C=4C=CC(=NC4C=CC3S2)C=2C=NC(=NC2)N2CCN(CC2)C(=O)OC(C)(C)C)NC1)=O (R)-tert-butyl 4-(5-(10-methyl-8-oxo-9,10,11,12-tetrahydro-8H-[1,4]diazepino[5',6':4,5]thieno[3,2-f]quinolin-3-yl)pyrimidin-2-yl)piperazine-1-carboxylate